N-((3-methoxyphenyl)(methyl)(oxo)-λ6-sulfaneylidene)-2-(6-(5-(trifluoromethyl)-1,2,4-oxadiazol-3-yl)imidazo[1,2-a]pyridin-2-yl)acetamide COC=1C=C(C=CC1)S(=NC(CC=1N=C2N(C=C(C=C2)C2=NOC(=N2)C(F)(F)F)C1)=O)(=O)C